BrC=1C=C(C=CC1)C(C(F)(F)F)(C[N+](=O)[O-])O 2-(3-bromophenyl)-1,1,1-trifluoro-3-nitro-propan-2-ol